CC(CCC(C)=O)=O 2,5-Hexanedione